N-(3-iodo-4-methylphenyl)-4-((4-methylpiperazin-1-yl)methyl)benzamide IC=1C=C(C=CC1C)NC(C1=CC=C(C=C1)CN1CCN(CC1)C)=O